2-(6-(2-oxa-5-azabicyclo[2.2.2]oct-5-yl)-2-methylpyridin-3-yl)spiro[3.3]-heptane-2,6-diamine C12OCC(N(C1)C1=CC=C(C(=N1)C)C1(CC3(C1)CC(C3)N)N)CC2